2-(3-Bromo-4-methoxyphenyl)-2-methylpropan-1-ol BrC=1C=C(C=CC1OC)C(CO)(C)C